N-(3-cyano-4,5,6,7-tetrahydrobenzo[b]thiophen-2-yl)-N-methylnaphthalene-1-sulfonamide C(#N)C=1C2=C(SC1N(S(=O)(=O)C1=CC=CC3=CC=CC=C13)C)CCCC2